BrC1=C(OC=2C(=NC=NC2)Cl)C=CC(=C1)F 5-(2-bromo-4-fluorophenoxy)-4-chloropyrimidine